rac-5-(piperidin-1-ylmethyl)-3-(quinuclidin-4-yl)-5,6-dihydro-1,4,2-dioxazine N1(CCCCC1)C[C@H]1OC(=NOC1)C12CCN(CC1)CC2 |r|